(1S,3'R,4'S,5'S,6'R)-5-Chloro-6-((5-(2-hydroxyethyl)-4-methylthiophen-2-yl)methyl)-6'-methyl-3',4',5',6'-tetrahydro-3H-spiro[isobenzofuran-1,2'-pyran]-3',4',5'-triol ClC=1C=C2CO[C@]3(O[C@@H]([C@H]([C@@H]([C@H]3O)O)O)C)C2=CC1CC=1SC(=C(C1)C)CCO